2-amino-N-(1-(benzo[d][1,3]dioxol-5-yl)propan-2-yl)-5-guanidinopentanamide NC(C(=O)NC(CC1=CC2=C(OCO2)C=C1)C)CCCNC(=N)N